[C@H]1([C@@H](O)[C@@H](O)[C@H](O)[C@H](O1)CO)OCCN(C(CCCCCNC([C@H](CCC(NCCCCCC(N(CCO[C@@H]1[C@@H](O)[C@@H](O)[C@H](O)[C@H](O1)CO)CCO[C@@H]1[C@@H](O)[C@@H](O)[C@H](O)[C@H](O1)CO)=O)=O)NC(OCC1=CC=CC=C1)=O)=O)=O)CCO[C@@H]1[C@@H](O)[C@@H](O)[C@H](O)[C@H](O1)CO benzyl (S)-(1,25-bis[(α-D-mannopyranosyl)oxy]-3,23-bis{2-[(α-D-mannopyranosyl)oxy]ethyl}-4,11,15,22-tetraoxo-3,10,16,23-tetraazapentacosan-12-yl)carbamate